ClCCCC1(CO1)O epoxychloropropyl-ethanol